BrC=1C(=C(C=O)C(=CC1)C)F 3-bromo-2-fluoro-6-methyl-benzaldehyde